C(C1=CC=CC=C1)OC[C@H]1N(CCC1)CC (2S)-2-(benzyloxymethyl)-1-ethyl-pyrrolidine